rac-tert-Butyl ((1S,2R)-2-(5,7-dichlorofuro[3,2-b]pyridin-2-yl)cyclohexyl)carbamate ClC1=CC(=C2C(=N1)C=C(O2)[C@H]2[C@H](CCCC2)NC(OC(C)(C)C)=O)Cl |r|